NC=1C=C(C#N)C=C(C1)C 3-amino-5-methylbenzonitrile